titanium-germanium [Ge].[Ti]